FC(OC1=NC=CC(=C1)NC(=O)C=1C=CC(=NC1)C=1N=NN(C1NC(O[C@H](C)C=1C(=NC=C(C1)F)F)=O)C)F (R)-1-(2,5-difluoro-pyridin-3-yl)ethyl (4-(5-((2-(difluoro-methoxy)pyridin-4-yl)carbamoyl)-pyridin-2-yl)-1-methyl-1H-1,2,3-triazol-5-yl)-carbamate